CN(C)\C=C\1/[C@H](N(CC1=O)C(=O)OC(C)(C)C)C(=O)OC 1-(tert-butyl) 2-methyl (S,E)-3-((dimethylamino)methylene)-4-oxopyrrolidine-1,2-dicarboxylate